(4aR,8aS)-6-[rel-(3R,4R)-3-Methyl-4-[[5-methyl-6-(trifluoromethyl)-3-pyridyl]oxymethyl]piperidine-1-carbonyl]-4,4a,5,7,8,8a-hexahydropyrido[4,3-b][1,4]oxazin-3-one C[C@H]1CN(CC[C@H]1COC=1C=NC(=C(C1)C)C(F)(F)F)C(=O)N1C[C@@H]2[C@@H](OCC(N2)=O)CC1 |o1:1,6|